(R)-3-methyl-4-(7-(3-methyl-1H-pyrazol-4-yl)-2-(1H-pyrrolo[2,3-b]pyridin-4-yl)thieno[3,2-d]pyrimidin-4-yl)morpholine Kalium Phosphat P(=O)([O-])([O-])[O-].[K+].C[C@H]1N(CCOC1)C=1C2=C(N=C(N1)C1=C3C(=NC=C1)NC=C3)C(=CS2)C=2C(=NNC2)C.[K+].[K+]